((1-benzyl-1,2,3,6-tetrahydropyridin-4-yl)methoxy)-3-bromophthalic acid dimethyl ester COC(C=1C(C(=O)OC)=C(C(=CC1)OCC=1CCN(CC1)CC1=CC=CC=C1)Br)=O